Titanium isopropoxide isostearate C(CCCCCCCCCCCCCCC(C)C)(=O)[O-].CC([O-])C.[Ti+2]